N1(CCC1)C([C@H](CCCN[C@H]1[C@@H](C1)C1=CC=C(C=C1)F)NC(C1=CC=C(C=C1)N1N=CC=C1)=O)=O N-((S)-1-(azetidin-1-yl)-5-((1R,2S)-2-(4-fluorophenyl)cyclopropylamino)-1-oxopentan-2-yl)-4-(1H-pyrazol-1-yl)benzamide